C(ON1C(C(CC1=O)C(=O)OCC1C2=CC=CC=C2C2=CC=CC=C12)=O)([O-])=O Fmocsuccinimidyl carbonate